2-methoxyethyl piperidin-4-yl(2,2,2-trifluoroethyl)carbamate hydrochloride salt Cl.N1CCC(CC1)N(C(OCCOC)=O)CC(F)(F)F